C1(CCCC1)OC1=NC=C(C=C1C1=CC(=C(C(=C1)F)N(CCCC(=O)O)C)F)C 4-{[4-(2-cyclopentyloxy-5-methyl-pyridin-3-yl)-2,6-difluoro-phenyl]-methyl-amino}-butyric acid